FC=1C(=NC=C(C1)F)C(=O)OCC Ethyl 3,5-difluoropicolinate